OC1=C2N(C(=NC1=O)[C@@H]1N(CCC1)C(COC1=CC=CC=C1)=O)CCN(C2=O)CCS(=O)(=O)C2=CC=CC=C2 (R)-9-hydroxy-6-(1-(2-phenoxyacetyl)pyrrolidin-2-yl)-2-(2-(phenylsulfonyl)ethyl)-3,4-dihydro-2H-pyrazino[1,2-c]pyrimidine-1,8-dione